ClC=1C=C(C(=O)N2CC=3C(=NN4C3C(N(C[C@H]4C(=O)NC)C(C)C4=CC=C(C=C4)C(C)(C)O)=O)C[C@H]2C)C=CC1Cl (3R,7S)-2-(3,4-dichlorobenzoyl)-9-(1-(4-(2-hydroxypropan-2-yl)phenyl)ethyl)-N,3-dimethyl-10-oxo-1,2,3,4,7,8,9,10-octahydropyrido[4',3':3,4]pyrazolo[1,5-a]pyrazine-7-carboxamide